NC(C(CCC(=O)OC(C)(C)C)N1C(C2=CC=C(C=C2C1)C1=NC=C(C(=C1F)CCl)F)=O)=O tert-butyl 5-amino-4-(5-(4-(chloromethyl)-3,5-difluoropyridin-2-yl)-1-oxoisoindolin-2-yl)-5-oxopentanoate